N[C@H](C(=O)N1[C@@H]([C@H]2C([C@H]2C1)(C)C)C(=O)N[C@@H](C[C@H]1C(NC(C1)(C)C)=O)C#N)[C@@H](C)OC(C)(C)C (1R,2S,5S)-3-[(2S,3R)-2-amino-3-tert-butoxy-butanoyl]-N-[(1S)-1-cyano-2-[(3R)-5,5-dimethyl-2-oxopyrrolidin-3-yl]ethyl]-6,6-dimethyl-3-azabicyclo[3.1.0]hexane-2-carboxamide